C(C(CO)(C([2H])([2H])[2H])N1N=CC(=C1)B1OC(C(O1)(C)C)(C)C)([2H])([2H])[2H] 2-(methyl-d3)-2-(4-(4,4,5,5-tetramethyl-1,3,2-dioxaborolan-2-yl)-1H-pyrazol-1-yl)propan-3,3,3-d3-1-ol